[N+](=O)([O-])NCCC1=CNC2=CC=C(C=C12)O nitryl-5-hydroxytryptamine